2-ethylbutanesulfonate C(C)C(CS(=O)(=O)[O-])CC